tert-butyl 4-((1-(3-(2,6-bis(benzyloxy) pyridin-3-yl)-1-methyl-1H-indazol-6-yl) piperidin-4-yl) methyl)-1,4-diazacycloheptane-1-carboxylate C(C1=CC=CC=C1)OC1=NC(=CC=C1C1=NN(C2=CC(=CC=C12)N1CCC(CC1)CN1CCN(CCC1)C(=O)OC(C)(C)C)C)OCC1=CC=CC=C1